triethoxyoctanoyl-silane tert-Butyl-2-(3-bromo-5-formyl-1H-indazol-1-yl)acetate C(C)(C)(C)OC(CN1N=C(C2=CC(=CC=C12)C=O)Br)=O.C(C)OC(CCCCCCC(=O)[SiH3])(OCC)OCC